6-fluoro-5-(4-((5-fluoro-2-methyl-3-oxo-3,4-dihydroquinoxalin-6-yl)methyl)-4,7-diazaspiro[2.5]octan-7-yl)-N-methylpicolinamide FC1=C(C=CC(=N1)C(=O)NC)N1CCN(C2(CC2)C1)CC=1C(=C2NC(C(=NC2=CC1)C)=O)F